C(C)OC(=O)N aminoformic acid ethyl ester